2,6-DI-TERT-BUTYL-p-CRESOL C(C)(C)(C)C1=CC(=CC(=C1O)C(C)(C)C)C